C1(=CC=CC=C1)P(C1=C(CNCC(=O)NCCO)C=CC=C1)C1=CC=CC=C1 2-((2-(diphenylphosphino)benzyl)amino)-N-(2-hydroxyethyl)acetamide